4-((1-butyl-1H-tetrazol-5-yl)(4-(3,5-dichloropyridin-4-yl)piperazin-1-yl)methyl)quinoline C(CCC)N1N=NN=C1C(C1=CC=NC2=CC=CC=C12)N1CCN(CC1)C1=C(C=NC=C1Cl)Cl